N1=CN=C2N1C=CC(=N2)OC2=C(C=C(C=C2)NC2=NC=NC1=CC=C(C=C21)NC(C=CC2N(CCC2)C)=O)C N-(4-((4-([1,2,4]triazolo[1,5-a]pyrimidin-5-yloxy)-3-methylphenyl)amino)quinazolin-6-yl)-3-(1-methylpyrrolidin-2-yl)-acrylamide